(R)-3-(1-aminobut-3-en-1-yl)pyridin-2-amine hydrochloride Cl.N[C@H](CC=C)C=1C(=NC=CC1)N